C(C1=CC=CC=C1)OC(=O)N1CC(C(CCC1)C=O)NC(=O)OCC1=CC=CC=C1.ClC1=CC(=C(CNC2=CC(=C(C=C2C2CC2)S(=O)(=O)NC=2SC=CN2)F)C=C1)N1CCCC1 4-((4-chloro-2-(pyrrolidin-1-yl)benzyl)amino)-5-cyclopropyl-2-fluoro-N-(thiazol-2-yl)benzenesulfonamide benzyl-3-(((benzyloxy)carbonyl)amino)-4-formylazepan-1-carboxylate